N(C1=CC=CC=C1)C=1NC(CN1)=O 2-anilino-1,4-dihydroimidazol-5-one